N[C@H]1[C@@H](CCCC1)S(=O)(=O)O trans-2-aminocyclohexylsulfonic acid